O1CC(CCC1)CO (tetrahydro-2H-pyran-3-yl)-methanol